C1C(CC2=CC=CC=C12)=NO 1,3-dihydro-2H-inden-2-one oxime